C(C=CCCCCC)(=O)[O-].[Pb+2].C(C=CCCCCC)(=O)[O-] lead octenoate